NC=1C(=NC(=CC1)Cl)C#N 3-amino-6-chloro-pyridine-2-carbonitrile